ClC=1C=2CCN(C(C2C(=C2C1OC(O2)(C2CCOCC2)C)C)=O)CC=2C(NC(=CC2C)C)=O 9-chloro-6-((4,6-dimethyl-2-oxo-1,2-dihydropyridin-3-yl)methyl)-2,4-dimethyl-2-(tetrahydro-2H-pyran-4-yl)-7,8-dihydro-[1,3]dioxolo[4,5-g]isoquinolin-5(6H)-one